C(C)(=O)OC(C)C=1C(=NC(=NC1)Cl)OC=1C=NC=2C=3C=4NC[C@H](NC(C4SC3C=CC2N1)=O)C 1-(2-chloro-4-{[(15R)-15-methyl-13-oxo-11-thia-3,6,14,17-tetraazatetracyclo[8.8.0.02,7.012,18]octadeca-1(10),2(7),3,5,8,12(18)-hexaen-5-yl]oxy} pyrimidin-5-yl)ethyl acetate